t-butyl 8-(((1S,4R)-4-(4-methyl-7H-pyrrolo[2,3-d]pyrimidin-7-yl) cyclopent-2-en-1-yl) oxy)-3,4-dihydroisoquinoline-2(1H)-carboxylate CC=1C2=C(N=CN1)N(C=C2)[C@H]2C=C[C@H](C2)OC=2C=CC=C1CCN(CC21)C(=O)OC(C)(C)C